FC1(C(C1)C=1C(=NNC1C(=O)OCC)C(=O)OCC)F Diethyl 4-(2,2-difluorocyclopropyl)-1H-pyrazole-3,5-dicarboxylate